N1CCC(CCC1)OC=1C=2N(C=C(N1)C=1C=NN(C1)C)N=CC2 4-(azepan-4-yloxy)-6-(1-methylpyrazol-4-yl)pyrazolo[1,5-a]pyrazine